5-(4-((5-chloro-2-ethyl-3-oxo-4H-quinoxalin-6-yl)methyl)piperazin-1-yl)-6-methyl-N-(methyl-d3)pyridine-2-carboxamide ClC1=C2NC(C(=NC2=CC=C1CN1CCN(CC1)C=1C=CC(=NC1C)C(=O)NC([2H])([2H])[2H])CC)=O